methacrylic acid, methacrylic acid salt C(C(=C)C)(=O)O.C(C(=C)C)(=O)O